ClC#CC(C(C(C(C(C(F)(F)F)(F)F)(F)F)(F)F)(F)F)(F)F 1-chloro-3,3,4,4,5,5,6,6,7,7,8,8,8-tridecafluorooctyne